CC1=C(CNC2=NC(=NC=C2C(F)(F)F)NC2=CC=C(C(=O)N)C=C2)C(=CC=C1)NS(=O)(=O)C 4-{[4-({2-methyl-6-[(methylsulfonyl)amino]benzyl}amino)-5-(trifluoromethyl)pyrimidin-2-yl]amino}benzamide